C(C)(C)(C)C1=NOC(=N1)C(=O)N[C@H]1CCCCC2=C1C=CC(=C2)C2=CC(=NC=C2)NC(=O)[C@H]2[C@H](C2)C(F)(F)F 3-(tert-butyl)-N-((S)-2-(2-((1R,2S)-2-(trifluoromethyl)cyclopropane-1-carboxamido)pyridin-4-yl)-6,7,8,9-tetrahydro-5H-benzo[7]annulen-5-yl)-1,2,4-oxadiazole-5-carboxamide